OCC1(C2C=CC(C1)C2)C 5-hydroxymethyl-5-methylbicyclo[2.2.1]-2-heptene